ruthenium (II) diphenyl-phosphine trifluoroacetate FC(C(=O)[O-])(F)F.C1(=CC=CC=C1)PC1=CC=CC=C1.[Ru+2].FC(C(=O)[O-])(F)F